(10-(1-(3-ethylphenyl)-3-methyl-5-oxo-4,5-dihydro-1H-pyrazol-4-yl)decyl)triphenylphosphonium C(C)C=1C=C(C=CC1)N1N=C(C(C1=O)CCCCCCCCCC[P+](C1=CC=CC=C1)(C1=CC=CC=C1)C1=CC=CC=C1)C